(Z)-4-((1-(4-amino-2-fluorobut-2-en-1-yl)-6-fluoro-2-methyl-1H-pyrrolo[3,2-b]pyridin-3-yl)methyl)-N,N-dimethylbenzenesulfonamide dihydrochloride Cl.Cl.NC\C=C(\CN1C(=C(C2=NC=C(C=C21)F)CC2=CC=C(C=C2)S(=O)(=O)N(C)C)C)/F